(R)-4-bromo-N-(4-fluoro-3-(2-methylmorpholino)phenyl)-2-(6-azaspiro[2.5]octan-6-yl)benzamide BrC1=CC(=C(C(=O)NC2=CC(=C(C=C2)F)N2C[C@H](OCC2)C)C=C1)N1CCC2(CC2)CC1